CN1N=NC2=C1C=CC(=C2C)C(C(C(=O)O)(C)C)C2=CC(=C(C=C2)C)CN2C[C@H](OC1=C(C2)C=C2C(=C1)SC=C2)CC 3-(1,4-dimethyl-1H-benzo[d][1,2,3]triazol-5-yl)-3-(3-(((R)-2-ethyl-2,3-dihydrothieno[2',3':4,5]benzo[1,2-f][1,4]oxazepin-4(5H)-yl)methyl)-4-methylphenyl)-2,2-dimethylpropanoic acid